5,6-Dimethyl-3-(1-methylcyclopropyl)-7H-[1,2,4]triazolo[4,3-a]pyrazin-8-one CC1=C(NC(C=2N1C(=NN2)C2(CC2)C)=O)C